N(/O)=C(/CCC(=O)OC)\C1=CC=CC=C1 methyl (E)-4-oximino-4-phenylbutyrate